(S)-4-Ethyl-2-(7-fluoro-4-isopropyl-2-(2-methylpiperidin-1-yl)quinolin-6-yl)-5-(hydroxymethyl)-2,4-dihydro-3H-1,2,4-triazol-3-one C(C)N1C(N(N=C1CO)C=1C=C2C(=CC(=NC2=CC1F)N1[C@H](CCCC1)C)C(C)C)=O